1-(5-bromopyridin-2-yl)-4-(methylsulfonyl)piperazine BrC=1C=CC(=NC1)N1CCN(CC1)S(=O)(=O)C